ClC=1C=NC=C(C1[C@@H](C)OC=1C=C2C(=NNC2=CC1)C=1C=CC(=C(C#N)C1)OC1CCN(CC1)C(C)C)Cl 5-[5-[(1R)-1-(3,5-dichloro-4-pyridyl)ethoxy]-1H-indazol-3-yl]-2-[(1-isopropyl-4-piperidyl)oxy]benzonitrile